ClC1=C(C=CC=C1Cl)C=1C=2N(C=CC1)C(=C(N2)C(=O)N[C@H]2CCOC1=CC=CC=C21)C(C)C 8-(2,3-Dichlorophenyl)-N-[(4S)-3,4-dihydro-2H-chromen-4-yl]-3-(propan-2-yl)imidazo[1,2-a]pyridine-2-carboxamide